C(C)(C)(C)OC(=O)\N=C(\N1N=CC=C1)/N(C(OC(C)(C)C)=O)C tert-butyl (E)-(((tert-butoxycarbonyl)imino)(1H-pyrazol-1-yl)methyl)(methyl)carbamate